1-(benzenesulfonyl)-1H-pyrrolo[2,3-b]pyridin-4-amine C1(=CC=CC=C1)S(=O)(=O)N1C=CC2=C1N=CC=C2N